2-[[1-(4-chloro-2,6-dimethyl-pyrimidin-5-yl)cyclopropanecarbonyl]amino]-4-[[3-fluoro-2-methoxy-propyl]-[4-(5,6,7,8-tetrahydro-1,8-naphthyridin-2-yl)butyl]amino]butanoic acid ClC1=NC(=NC(=C1C1(CC1)C(=O)NC(C(=O)O)CCN(CCCCC1=NC=2NCCCC2C=C1)CC(CF)OC)C)C